2-vinylthio-4-methylbenzothiazole C(=C)SC=1SC2=C(N1)C(=CC=C2)C